2-(2-((3R,4R)-3-amino-4-fluoropiperidin-1-yl)-5-fluoro-1H-benzo[d]imidazol-1-yl)-1-(azetidin-1-yl)ethan-1-one N[C@@H]1CN(CC[C@H]1F)C1=NC2=C(N1CC(=O)N1CCC1)C=CC(=C2)F